ClC1=NC=CC(=C1)C1=C(N=C2C=3OC(CC3C(=NN12)NCC1(CCNCC1)F)C)C [3-(2-Chloro-pyridin-4-yl)-2,7-dimethyl-6,7-dihydro-8-oxa-1,3a,4-triaza-as-indacen-5-yl]-(4-fluoro-piperidin-4-ylmethyl)-amine